5-ethyl-1-methyl-1H-pyrazole-3-carboxylic acid C(C)C1=CC(=NN1C)C(=O)O